ClC1=CC(=C(C=C1Cl)N=C(N)N1[C@@H]2CC[C@H]1CC=1C(=NC=CC12)F)F (5R,8S)-N'-(4,5-dichloro-2-fluorophenyl)-1-fluoro-6,7,8,9-tetrahydro-5H-5,8-epiminocyclohepta[c]pyridine-10-carboximidamide